C(N)(=O)C1CN(CCC1C1=CC=CC=C1)C(=O)[O-] 3-carbamoyl-4-phenylpiperidine-1-carboxylate